4-((8-(diethylamino)octyl)thio)-2-(2,6-dioxopiperidin-3-yl)-5-fluoroisoindoline C(C)N(CCCCCCCCSC1=C2CN(CC2=CC=C1F)C1C(NC(CC1)=O)=O)CC